3-(2-((3r,5r,7r)-adamantan-1-yl)acetoxy)-2-(((4-(dimethylamino)butanoyl)oxy)methyl)propyl (9Z,12Z)-octadeca-9,12-dienoate C(CCCCCCC\C=C/C\C=C/CCCCC)(=O)OCC(COC(CC12CC3CC(CC(C1)C3)C2)=O)COC(CCCN(C)C)=O